SCCC[Si](OCCC)(OCCC)OC 3-Mercaptopropylmethoxydipropoxysilane